2-fluoro-1-(3-(7-(3-methyl-1,2,4-oxadiazol-5-yl)-3-(4-(trifluoromethyl)phenyl)-1H-indazol-1-yl)azetidin-1-yl)prop-2-en-1-one FC(C(=O)N1CC(C1)N1N=C(C2=CC=CC(=C12)C1=NC(=NO1)C)C1=CC=C(C=C1)C(F)(F)F)=C